OCCN1CN(CN(C1)CCO)CCO 1,3,5-tri(hydroxyethyl)hexahydro-s-triazine